(2,5-dimethyl-1H-imidazol-1-yl)-5-(trifluoromethyl)aniline CC=1N(C(=CN1)C)NC1=CC=CC(=C1)C(F)(F)F